1-((3S,5R)-1-acryloyl-5-(methoxymethyl)pyrrolidin-3-yl)-3-((1-ethyl-2-(trifluoromethyl)-1H-benzo[d]imidazol-5-yl)ethynyl)-5-(methylamino)-1H-pyrazole-4-carboxamide C(C=C)(=O)N1C[C@H](C[C@@H]1COC)N1N=C(C(=C1NC)C(=O)N)C#CC1=CC2=C(N(C(=N2)C(F)(F)F)CC)C=C1